C(=C)CC(CC(C(CC(C)OC(CC(C(CC(CC=C)=O)C)=O)C)=O)C)=O vinyl-1,4-dimethyl-3,6-dioxoheptyl ether